(1-vinylimidazole) manganese (II) chloride [Cl-].[Mn+2].C(=C)N1C=NC=C1.[Cl-]